COC1=CC=C2C(=CC=NC2=C1)C1=CC(=C(C=C1)OS(=O)(=O)O)C.O1C(=CC=C1)CNC(=O)NC(CNC(C1=CC=C(C=C1)COC1=CC=C2C(=CC(OC2=C1)=O)C)=O)=O N-[2-(2-furylmethylcarbamoylamino)-2-oxo-ethyl]-4-[(4-methyl-2-oxo-chromen-7-yl)oxymethyl]benzamide 4-(7-methoxyquinolin-4-yl)-2-methylphenylsulfate